9-((1S,3R,4S)-4-(benzyloxy)-3-((benzyloxy)methyl)-2-methylene-cyclopentyl)-9H-purin-6-amine C(C1=CC=CC=C1)O[C@@H]1[C@H](C([C@H](C1)N1C2=NC=NC(=C2N=C1)N)=C)COCC1=CC=CC=C1